heptadecan-9-yl (3-hydroxy-2-((((9Z,12Z)-octadeca-9,12-dienoyl)oxy)methyl)propyl) glutarate C(CCCC(=O)OCC(CO)COC(CCCCCCC\C=C/C\C=C/CCCCC)=O)(=O)OC(CCCCCCCC)CCCCCCCC